C(C)(C)(C)OC(=O)N\C(=N/C(=O)OC(C)(C)C)\NC1=C(C=C(C(=O)OC=2C=3N(C(=CC2)CC(=O)OC(C)(C)C)N=CN3)C=C1)OC 5-[2-(tert-butoxy)-2-oxoethyl]-[1,2,4]triazolo[1,5-a]pyridin-8-yl 4-{[(1Z)-{[(tert-butoxy)carbonyl]amino}({[(tert-butoxy)carbonyl]imino})methyl]amino}-3-methoxybenzoate